(R)-tert-Butyl 6-methyl-3-(1-methyl-2-(methylcarbamoyl)-1H-imidazol-5-yl)-2-(methylthio)-4-oxo-3,4,5,6-tetrahydropyrido[3,4-d]pyrimidine-7(8H)-carboxylate C[C@@H]1CC2=C(N=C(N(C2=O)C2=CN=C(N2C)C(NC)=O)SC)CN1C(=O)OC(C)(C)C